C1(CC1)C(C1C(NC(N1)=O)=O)C1CC1 5-(dicyclopropylmethyl)imidazolidine-2,4-dione